4-cyclopropyl-1-phenyl-1,6-dihydro-7H-pyrazolo[3,4-d]pyridazin-7-one C1(CC1)C=1C2=C(C(NN1)=O)N(N=C2)C2=CC=CC=C2